3-[3-ethyl-4-(imidazo[1,2-b]pyridazin-6-yloxy)phenyl]-1-[5-(trifluoromethyl)-3-pyridinyl]-2,4-imidazolidinedione C(C)C=1C=C(C=CC1OC=1C=CC=2N(N1)C=CN2)N2C(N(CC2=O)C=2C=NC=C(C2)C(F)(F)F)=O